C(CCCCCCCC=CCC=CCCCCC)O 9,12-octadecadiene-1-ol